ClC1=CC=CC(=N1)C=1C(=C(C[C@@H]2N(C3CC([C@@H]2NS(=O)(=O)C)C3)C(=O)OC(C)(C)C)C=CC1)F tert-butyl (3S,4S)-3-[3-(6-chloropyridin-2-yl)-2-fluorobenzyl]-4-[(methylsulfonyl)amino]-2-azabicyclo[3.1.1]heptane-2-carboxylate